2-(trifluoromethyl)phenoxyacetonitrile FC(C1=C(OCC#N)C=CC=C1)(F)F